BrC=1C=NC2=CC(=C(C(=C2C1O)Cl)F)Cl 3-bromo-5,7-dichloro-6-fluoroquinolin-4-ol